[4-[(E)-[(1,1-dioxo-1,2-benzothiazol-3-yl)-isobutyl-hydrazono]methyl]-phenyl]boronic acid O=S1(N=C(C2=C1C=CC=C2)N(\N=C\C2=CC=C(C=C2)B(O)O)CC(C)C)=O